FC(C(=O)O)(F)F.C1(CC1)NC(=O)C1=CN=C2N1N=C(C=C2NC)N2CCC1=C(C=CC=C21)C2=NC=C(C=C2F)C=O N-cyclopropyl-6-(4-(3-fluoro-5-formylpyridin-2-yl)indolin-1-yl)-8-(methylamino)imidazo[1,2-b]pyridazine-3-carboxamide 2,2,2-trifluoroacetate